lithium azacycloundecane N1CCCCCCCCCC1.[Li]